FC(CN1C(N(CC1)NCC1=NC=C(C=C1)C(F)(F)F)=O)(F)F 1-(2,2,2-trifluoroethyl)-3-(((5-(trifluoromethyl)pyridin-2-yl)methyl)amino)imidazolidin-2-one